C12CN(CC(CC1)N2)C=2OC1=C(N2)C=C(C=C1C=1SC=CN1)C(C)(C)OC 2-(3,8-diazabicyclo[3.2.1]octan-3-yl)-5-(2-methoxypropan-2-yl)-7-(thiazol-2-yl)benzo[d]oxazole